COC=1C=C2CCN(C(C2=CC1[N+](=O)[O-])C(F)(F)F)C=O 6-methoxy-7-nitro-1-(trifluoromethyl)-3,4-dihydroisoquinoline-2(1H)-carbaldehyde